6-(6-(difluoromethyl)imidazo[1,2-a]pyridin-3-yl)-N-((3S,4S)-4-fluoropyrrolidin-3-yl)pyridin-2-amine FC(C=1C=CC=2N(C1)C(=CN2)C2=CC=CC(=N2)N[C@H]2CNC[C@@H]2F)F